C(C1=CC=CC=C1)OC1=C(SC=C1)C(=O)NC1=NC(=CC=C1)O 3-benzyloxy-N-(6-hydroxypyridin-2-yl)thiophene-2-carboxamide